NC1=NN2C(N=C(C=C2)C=2C=C3CN(C(C3=C(C2)NS(=O)(=O)C)=O)[C@@H](C)C2CC2)=C1C(=O)NC1COC1 2-amino-5-{2-[(1S)-1-cyclopropylethyl]-7-methanesulfonamido-1-oxo-2,3-dihydro-1H-isoindol-5-yl}-N-(oxetan-3-yl)pyrazolo[1,5-a]pyrimidine-3-carboxamide